3-[4-[5-(Trifluoromethyl)pyrimidin-2-yl]piperazine-1-carbonyl]pyrrolidine-1-carboxylic acid tert-butyl ester C(C)(C)(C)OC(=O)N1CC(CC1)C(=O)N1CCN(CC1)C1=NC=C(C=N1)C(F)(F)F